ClC=1C=C(C=NC1N1[C@H]2CN([C@@H](C1)C2)C)NC=2C(=NC(=C(N2)NC)C=2C1=C(C=NC2)N(C=N1)C)C(=O)N 3-[[5-Chloro-6-[(1R-4R)-5-methyl-2,5-diazabicyclo[2.2.1]heptan-2-yl]-3-pyridyl]amino]-5-(methylamino)-6-(3-methylimidazo[4,5-c]pyridin-7-yl)pyrazine-2-carboxamide